6-methoxy-1,2,3,4-tetrahydrocarbazole COC=1C=C2C=3CCCCC3NC2=CC1